4-bromo-3-methoxy-benzoyl chloride BrC1=C(C=C(C(=O)Cl)C=C1)OC